FC1=C(C(=C(C=C1OC([2H])([2H])[2H])OC([2H])([2H])[2H])F)C1CCC=2C(=NNC2C1)C1=C(C=NN1C)N 5-(6-(2,6-difluoro-3,5-bis(methoxy-d3)phenyl)-4,5,6,7-tetrahydro-1H-indazol-3-yl)-1-methyl-1H-pyrazol-4-amine